COC=1C=C(C=CC1)NC(N)=O N'-(3-methoxyphenyl)urea